5-{(7R)-1-fluoro-3-hydroxy-7-[(3-methylpentyl)amino]-5,6,7,8-tetrahydronaphthalen-2-yl}-1λ6,2,5-thiadiazolidine-1,1,3-trione FC1=C(C(=CC=2CC[C@H](CC12)NCCC(CC)C)O)N1CC(NS1(=O)=O)=O